C(C)(C)(C)OC(=O)NCCCN(CCCC(=O)OC(C)C)CCCC(=O)OC(C)C isopropyl 4-[3-(tert-butoxycarbonylamino)propyl-(4-isopropoxy-4-oxo-butyl)amino]butanoate